The molecule is an N-acylphosphatidylethanolamine(1-) in which the N-acyl group is specified as lauroyl (dodecanoyl) while the phosphatidyl acyl groups are both specified as oleoyl (9Z-octadecenoyl); major species at pH 7.3. It is a conjugate base of a N-lauroyl-1,2-dioleoyl-sn-glycero-3-phosphoethanolamine. CCCCCCCCCCCC(=O)NCCOP(=O)([O-])OC[C@@H](COC(=O)CCCCCCC/C=C\\CCCCCCCC)OC(=O)CCCCCCC/C=C\\CCCCCCCC